(S)-1-[(S)-1-[(4-{2-[N-Methyl(1-cyclopropyl-ethyl)amino]-2-oxoethyl}-1-piperidyl)carbonyl]-3-methylbutyl]-3-isobutyl-2-piperazinone CN(C(CC1CCN(CC1)C(=O)[C@H](CC(C)C)N1C([C@@H](NCC1)CC(C)C)=O)=O)C(C)C1CC1